1,5-dibenzyl-3,7-dihydroxy-1,5-diazaoctane C(C1=CC=CC=C1)NCC(CN(CC(C)O)CC1=CC=CC=C1)O